(3-methyl-1-(tetrahydro-2H-pyran-2-yl)-1H-pyrazol-5-yl)-5-((R)-3-methylmorpholino)isothiazolo[4,5-b]pyridine-7-carboxylic acid methyl ester COC(=O)C1=C2C(=NC(=C1)N1[C@@H](COCC1)C)C(=NS2)C2=CC(=NN2C2OCCCC2)C